C(C)(C)(C)C1=C(OP(C2=CC=C(C=C2)C2=CC=C(C=C2)P(OC2=C(C=C(C=C2)C(C)(C)C)C(C)(C)C)OC2=C(C=C(C=C2)C(C)(C)C)C(C)(C)C)OC2=C(C=C(C=C2)C(C)(C)C)C(C)(C)C)C=CC(=C1)C(C)(C)C [4-[4-bis(2,4-ditert-butylphenoxy)phosphanylphenyl]phenyl]-bis(2,4-ditert-butylphenoxy)phosphane